C(OC=1C=C2C(OC(C2=CC1)=O)=O)OC=1C=C2C(OC(C2=CC1)=O)=O 5,5'-(methylenebis(oxy))bis(isobenzofuran-1,3-dione)